methyl 2,4-dichlorophenylacetate ClC1=C(C=CC(=C1)Cl)CC(=O)OC